NC1=C(C(=O)OC)C=C(C=C1)OC1=CC(=NC=C1)C=1C=NN(C1)C methyl 2-amino-5-{[2-(1-methylpyrazol-4-yl)-4-pyridyl]oxy}benzoate